4-(5-bromopyridin-2-yl)morpholine ethyl-2-(5-amino-3-methyl-2,6-dioxo-3,6-dihydropyrimidin-1(2H)-yl)acetate C(C)OC(CN1C(N(C=C(C1=O)N)C)=O)=O.BrC=1C=CC(=NC1)N1CCOCC1